2-((1s,2s)-1-(2-chlorophenyl)-1-(2H-indazol-2-yl)propan-2-yl)-5-hydroxy-N-(isoxazol-4-yl)-1-methyl-6-oxo-1,6-dihydropyrimidine-4-carboxamide ClC1=C(C=CC=C1)[C@H]([C@H](C)C=1N(C(C(=C(N1)C(=O)NC=1C=NOC1)O)=O)C)N1N=C2C=CC=CC2=C1